isopropyl ((perfluorophenoxy)(phenoxy)phosphoryl)-D-alaninate FC1=C(OP(=O)(OC2=CC=CC=C2)N[C@H](C)C(=O)OC(C)C)C(=C(C(=C1F)F)F)F